FC(C(C)(O)C(F)(F)F)(F)F 1,1,1-trifluoro-2-(trifluoromethyl)-2-propanol